N-(2,4-difluoro-3-(5-phenyl-1H-pyrazolo[3,4-b]pyridine-3-carbonyl)phenyl)propane-1-sulfonamide FC1=C(C=CC(=C1C(=O)C1=NNC2=NC=C(C=C21)C2=CC=CC=C2)F)NS(=O)(=O)CCC